C(CCC)[N+](CCCCC)(CCCC)CCCC N,N,N-tributyl-N-pentylammonium